2-(2-((tert-butoxycarbonyl)(2-(methylamino)ethyl)amino)ethoxy)ethyl acetate C(C)(=O)OCCOCCN(CCNC)C(=O)OC(C)(C)C